5-methoxy-amino-methyl-2-thiouracil COC=1C(NC(NC1CN)=S)=O